N-((3R,4S)-3-fluoro-1-(oxetan-3-yl)piperidin-4-yl)-4-methoxy-5-(1-(2,2,2-trifluoroethyl)-1H-benzo[d][1,2,3]triazol-6-yl)pyrrolo[2,1-f][1,2,4]triazin-7-d-2-amine F[C@@H]1CN(CC[C@@H]1NC1=NN2C(C(=N1)OC)=C(C=C2[2H])C=2C=CC1=C(N(N=N1)CC(F)(F)F)C2)C2COC2